N1(N=CC=C1)C1=CC=C(C=C1)C=1C2=C(N=C(N1)N1[C@H](CC1)C)CCC2 (S)-4-(4-(1H-pyrazol-1-yl)phenyl)-2-(2-methylazetidin-1-yl)-6,7-dihydro-5H-cyclopenta[d]pyrimidine